((1S,4S,6R)-6-((5-chloropyrazin-2-yl)amino)-2-azabicyclo[2.2.1]heptan-2-yl)(2-(pyrimidin-2-yl)phenyl)methanone ClC=1N=CC(=NC1)N[C@@H]1C[C@@H]2CN([C@H]1C2)C(=O)C2=C(C=CC=C2)C2=NC=CC=N2